C1=CC=NC(=C1)C2=NC(=CC=C2)C3=CC=CC=N3 tripyridine